1-dodecanoyl-2-eicosanoyl-glycero-3-phospho-(1'-sn-glycerol) CCCCCCCCCCCCCCCCCCCC(=O)O[C@H](COC(=O)CCCCCCCCCCC)COP(=O)(O)OC[C@H](CO)O